1-phenyl-2-(benzoyloximino)-1-propanone C1(=CC=CC=C1)C(C(C)=NOC(C1=CC=CC=C1)=O)=O